N-(2,6-dimethylpyrimidin-4-yl)-4-thioureidobenzamide CC1=NC(=CC(=N1)NC(C1=CC=C(C=C1)NC(=S)N)=O)C